(3R)-3-amino-7-[5-(1-amino-2,2,2-trifluoro-1-methyl-ethyl)-1,2,4-oxadiazol-3-yl]-8-fluoro-1,1-dioxo-5-[[4-(trifluoromethoxy)phenyl]methyl]-2,3-dihydro-1λ6,5-benzothiazepin-4-one N[C@H]1CS(C2=C(N(C1=O)CC1=CC=C(C=C1)OC(F)(F)F)C=C(C(=C2)F)C2=NOC(=N2)C(C(F)(F)F)(C)N)(=O)=O